C(C)C1=NN2C(C=C(C=C2C)N2CC3(C2)CN(CC3)C(=O)C3CCOCC3)=C1N(C=1SC(=C(N1)C1=CC=C(C=C1)F)C#N)C 2-((2-ethyl-7-methyl-5-(6-(tetrahydro-2H-pyran-4-carbonyl)-2,6-diazaspiro[3.4]oct-2-yl)pyrazolo[1,5-a]pyridin-3-yl)(methyl)amino)-4-(4-fluorophenyl)thiazole-5-carbonitrile